C1(CC1)C=1N=NN(C1CO[C@H]1[C@@H]2CN([C@H](C1)C2)C2=CC(=C(C=C2)CCC(=O)O)F)C2=C(C=CC=C2Cl)Cl 3-[4-[(1S,4S,5R)-5-[[4-cyclopropyl-1-(2,6-dichlorophenyl)-1H-1,2,3-triazol-5-yl]methoxy]-2-azabicyclo[2.2.1]heptan-2-yl]-2-fluorophenyl]propanoic acid